(R)-N-(1-(2-(1-(2-(dimethylamino)-2-oxoethyl)-1H-pyrazol-4-yl)quinolin-4-yl)ethyl)-5-(2-(dimethylamino)ethoxy)-2-methylbenzamide CN(C(CN1N=CC(=C1)C1=NC2=CC=CC=C2C(=C1)[C@@H](C)NC(C1=C(C=CC(=C1)OCCN(C)C)C)=O)=O)C